CN(C/C=C/S(=O)(=O)CCN(C(OC(C)(C)C)=O)C)C tert-butyl N-[2-[(E)-3-(dimethylamino)prop-1-enyl]sulfonylethyl]-N-methyl-carbamate